C(C)(C)(C)OC(=O)N1CCC(=CC1)C1=CC(=NN1C)B(O)O (5-(1-(tert-butoxycarbonyl)-1,2,3,6-tetrahydropyridin-4-yl)-1-methyl-1H-pyrazol-3-yl)boronic acid